C(CCC)C(CCOC(CCCCCCC[N+](CCCCCCCC(=O)OCCCCCCCCC)(CCO)CCCCCCCC(=O)OC(CCCCCCCC)CCCCCCCC)=O)CCCC 8-((3-butylheptyl)oxy)-N-(8-(heptadecan-9-yloxy)-8-oxooctyl)-N-(2-hydroxyethyl)-N-(8-(nonyloxy)-8-oxooctyl)-8-oxooctan-1-aminium